diaminosuberic acid C(CCC(=O)O)CCC(C(=O)O)(N)N